ClC1=CC=C2SC=3C=CC(=CC3N3C2=C1C(CC3)N3C=NC=C3)Cl 4,10-dichloro-3-imidazol-1-yl-2,3-dihydro-1H-pyrido[3,2,1-kl]phenothiazine